COC1=CC=C(C=C1)CC(=O)N (4-methoxyphenyl)acetamide